(2-methoxy-6-(5,6,7,8-tetrahydroimidazo[1,2-a]pyrazin-3-yl)pyridin-3-yl)-5-methyl-3-phenylisoxazole-4-carboxamide hydrochloride Cl.COC1=NC(=CC=C1NC(=O)C=1C(=NOC1C)C1=CC=CC=C1)C1=CN=C2N1CCNC2